(S)-2-((R)-1-hydroxyethyl)piperazine-1,4-dicarboxylic acid di-tert-butyl ester C(C)(C)(C)OC(=O)N1[C@@H](CN(CC1)C(=O)OC(C)(C)C)[C@@H](C)O